Cl.NC(NC(=N)N1CCOCC1)=N N-[amino(imino)methyl]Morpholinecarboximidamide hydrochloride